Tetrahydroharmine azobis(2-cyanobutyl-acrylate) N(=NC(C(=O)O)=CCC(CC)C#N)C(C(=O)O)=CCC(CC)C#N.C1(C)NCCC=2C3=CC=C(OC)C=C3NC12